Amidinobenzamide Acetate C(C)(=O)O.C(N)(=N)C1=C(C(=O)N)C=CC=C1